C1=C(C=CC2=CC=CC=C12)C1=C(C(=CC=C1)C1=CC2=CC=CC=C2C=C1)C1=C(C=CC(=C1)[Si](C)(C)C)C=1C2=CC=C(N2)C(=C2C=CC(C(=C3C=CC(=C(C=4C=CC1N4)C4=C(C=C(C=C4)[Si](C)(C)C)C4=C(C=CC=C4C4=CC1=CC=CC=C1C=C4)C4=CC1=CC=CC=C1C=C4)N3)C3=C(C=C(C=C3)[Si](C)(C)C)C3=C(C=CC=C3C3=CC4=CC=CC=C4C=C3)C3=CC4=CC=CC=C4C=C3)=N2)C2=C(C=C(C=C2)[Si](C)(C)C)C2=C(C=CC=C2C2=CC3=CC=CC=C3C=C2)C2=CC3=CC=CC=C3C=C2 5,10,15,20-tetrakis(2,6-di(2-naphthyl)phenyl-4-(trimethylsilyl)phenyl)porphyrin